Cl.FC=1C=C2C(=CC=NC2=CC1)[C@H]1CC[C@H](CC1)C[C@@H](CC)N (R)-1-((cis)-4-(6-fluoroquinolin-4-yl)cyclohexyl)butan-2-amine hydrochloride